1,3-Bis(mercaptoethyl)benzene butyl-3-bromo-6-fluoropicolinate C(CCC)OC(C1=NC(=CC=C1Br)F)=O.SCCC1=CC(=CC=C1)CCS